tert-butyl 4-[(3aR,4R,6R,6aS)-6-{4-amino-5-iodopyrrolo[2,3-d]pyrimidin-7-yl}-2,2-dimethyl-tetrahydro-3aH-cyclopenta[d][1,3]dioxol-4-yl]-3-methylpiperidine-1-carboxylate NC=1C2=C(N=CN1)N(C=C2I)[C@@H]2C[C@@H]([C@@H]1[C@H]2OC(O1)(C)C)C1C(CN(CC1)C(=O)OC(C)(C)C)C